(R)-2,2'-bis(diphenylphosphino)-1,1'-binaphthalene C1=CC=C(C=C1)P(C2=CC=CC=C2)C3=C(C4=CC=CC=C4C=C3)C5=C(C=CC6=CC=CC=C65)P(C7=CC=CC=C7)C8=CC=CC=C8